ClC1=NC2=CC=CC=C2C(=N1)NC1=NNC(=C1)C1CC1 2-chloro-N-(5-cyclopropyl-1H-pyrazol-3-yl)quinazolin-4-amine